C(C)(C)N(S(=O)(=O)C1=CC=C(C=C1)[N+](=O)[O-])C(C)C N,N-Diisopropyl-4-Nitrobenzenesulfonamide